C(C)(C)(C)OC(=O)N1C(C[C@H](C1)O[Si](C)(C)C(C)(C)C)=O (R)-4-((tert-butyldimethylsilyl)oxy)-2-oxopyrrolidine-1-carboxylic acid tert-butyl ester